C(C=C)(=O)N1CCN(CC1)C1=CC=C(C=N1)C=1C=2N(C=C(C1)C=1C=NN(C1)C)N=CC2C#N 4-(6-(4-acryloylpiperazin-1-yl)pyridin-3-yl)-6-(1-methyl-1H-pyrazol-4-yl)pyrazolo[1,5-a]pyridine-3-carbonitrile